trans-3-(3-fluoro-5-(4,4,5,5-tetramethyl-1,3,2-dioxaborolan-2-yl)-7-(trifluoromethyl)-1H-indazol-1-yl)-1-methylcyclobutan-1-ol FC1=NN(C2=C(C=C(C=C12)B1OC(C(O1)(C)C)(C)C)C(F)(F)F)C1CC(C1)(O)C